C1(CC1)COC=1C=C(C(=O)OC)C=CC1NS(=O)(=O)C=C methyl 3-(cyclopropylmethoxy)-4-(vinylsulphonylamino)-benzoate